BrC1=CC(=C(C(=O)NCC)C=C1)NC(=O)NC1=CC(=CC=C1)Cl 4-bromo-2-[3-(3-chlorophenyl)ureido]-N-ethylbenzamide